4-chlorophenylpyruvate ClC1=CC=C(C=C1)CC(C(=O)[O-])=O